COC1=C(C(=CC(=C1)N1C=NC2=C1C=CC(=C2)C=2C=NN(C2)C)OC)C(=O)N2CC(CC2)C2=CC=CC=C2 [2,6-dimethoxy-4-[5-(1-methylpyrazol-4-yl)benzimidazol-1-yl]phenyl]-(3-phenylpyrrolidin-1-yl)methanone